(2S,3R)-2-phenylchroman-3-ol C1(=CC=CC=C1)[C@@H]1OC2=CC=CC=C2C[C@H]1O